C(C)OCC=1NC(=C(N1)I)I 2-(ethoxymethyl)-4,5-diiodo-1H-imidazole